N-[(7-methoxy-1H-indol-4-yl)methyl]-6-{[(1S,3S)-3-[(triisopropylsilyl)oxy]cyclopentyl]amino}imidazo[1,2-a]pyridine-3-carboxamide COC=1C=CC(=C2C=CNC12)CNC(=O)C1=CN=C2N1C=C(C=C2)N[C@@H]2C[C@H](CC2)O[Si](C(C)C)(C(C)C)C(C)C